pyrazolo[1,5-a]pyridine-3,7-diamine N1=CC(=C2N1C(=CC=C2)N)N